COC=1C(=C2C=CNC2=C(C1)C)CN1C(CN(CC1)C)C1=CC=C(C(=O)O)C=C1 4-(1-((5-methoxy-7-methyl-1H-indol-4-yl)methyl)-4-methyl-piperazin-2-yl)benzoic acid